NC=1C=2N(C3=CC(=C(C=C3N1)F)C(=O)N1[C@H](COCC1)C1=NC=C(C=C1)C(F)(F)F)C=NC2 (S)-(4-amino-7-fluoroimidazo[1,5-a]quinoxalin-8-yl)(3-(5-(trifluoromethyl)pyridin-2-yl)morpholino)methanone